C(C)(C)(C)OC(=O)N1CCC(CC1)(C(=O)N1CC(C1)(F)F)C1=C(C2=C(NC(=N2)[C@H](C2CCC(CC2)(F)F)N)C=C1)F 4-{2-[(S)-amino(4,4-difluorocyclohexyl)methyl]-4-fluoro-1H-benzimidazol-5-yl}-4-(3,3-difluoroazetidine-1-carbonyl)piperidine-1-carboxylic acid tert-butyl ester